N-{2-[(3S,4R)-3-fluoro-4-methoxy-3-methylpiperidin-1-yl]pyrimidin-4-yl}-8-[3-(methanesulfonylmeth-yl)azetidin-1-yl]-5-(propan-2-yl)-2,6-naphthyridin-3-amine F[C@]1(CN(CC[C@H]1OC)C1=NC=CC(=N1)NC=1N=CC2=C(C=NC(=C2C1)C(C)C)N1CC(C1)CS(=O)(=O)C)C